COC1=C(CN2S(C3=C(C2=O)C=CC=C3)(=O)=O)C(=CC=C1)OC (2,6-dimethoxybenzyl)benzo[d]isothiazol-3(2H)-one-1,1-dioxide